ClC1=CC(=C(C(=C1)F)COC1=NC=2CN(CCC2C=C1C)CC1=NC2=C(N1C[C@H]1OCC1)C=C(C=C2F)C(=O)O)F 2-({2-[(4-Chloro-2,6-difluorophenyl)methoxy]-3-methyl-5,6,7,8-tetrahydro-1,7-naphthyridin-7-yl}methyl)-4-fluoro-1-{[(2S)-oxetan-2-yl]methyl}-1H-1,3-benzodiazole-6-carboxylic acid